4,4-dichloro-3-methylpiperidine hydrochloride Cl.ClC1(C(CNCC1)C)Cl